methyl 3-chloro-5-((3,3,3-trifluoro-2-oxopropyl)sulfonyl)benzoate ClC=1C=C(C(=O)OC)C=C(C1)S(=O)(=O)CC(C(F)(F)F)=O